manganese (ii) hydroxide [OH-].[Mn+2].[OH-]